1-[(4-fluorophenyl)methyl]-4-hydroxy-N-(3-methyl-1-bicyclo[1.1.1]pentanyl)-2-oxo-1,8-naphthyridine-3-carboxamide FC1=CC=C(C=C1)CN1C(C(=C(C2=CC=CN=C12)O)C(=O)NC12CC(C1)(C2)C)=O